3-(5-(difluoromethyl)-1,3,4-thiadiazol-2-yl)-8-((3r,5s)-3-(methoxymethyl)-5-methylpiperazin-1-yl)-N-(3-methyloxetan-3-yl)imidazo[1,5-a]pyridine-6-sulphonamide FC(C1=NN=C(S1)C1=NC=C2N1C=C(C=C2N2C[C@@H](N[C@H](C2)C)COC)S(=O)(=O)NC2(COC2)C)F